NC1=C(C2=C(S1)C(C(CC2)CC)=O)C(=O)O 2-Amino-6-ethyl-7-oxo-4,5,6,7-tetrahydrobenzo[b]thiophene-3-carboxylic acid